(2S)-4-(methylamino)-2-phenylpiperidine-1-carboxylic acid tert-butyl ester C(C)(C)(C)OC(=O)N1[C@@H](CC(CC1)NC)C1=CC=CC=C1